N1(C2C(CC1)CCC2)C(=O)O.ClC=2C=C(C1=CC(=C(C=C1C2)Cl)OC2CC2)CCNC(C)=O N-(2-(3,6-dichloro-7-cyclopropoxy-naphthalen-1-yl)ethyl)acetamide hexahydrocyclopenta[b]pyrrole-1(2H)-carboxylate